ethylene glycol 1,2-diacrylate C(C=C)(=O)OCCOC(C=C)=O